methyl-3-ethylheptylketone oxime CC(CC(CCCC)CC)C(C(CC(CCCC)CC)C)=NO